(E)-amino-4-methylpiperazine NN1CCN(CC1)C